[Hg]=[Te].[Zn] zinc mercury telluride